2-((3,3-difluorocyclobutyl)difluoromethyl)pyridin-4-ol FC1(CC(C1)C(C1=NC=CC(=C1)O)(F)F)F